1,3-Bis(citraconimidomethyl)-benzol C1(C(C)=CC(N1CC1=CC(=CC=C1)CN1C(C(C)=CC1=O)=O)=O)=O